ClC1=CC=C2C=CNC2=C1C(=O)O 6-chloro-1H-indole-7-carboxylic acid